6-((4-((6-cyclopropylpyridin-3-yl)methoxy)-3-methoxyphenyl)amino)-3-morpholino-quinoxaline-5-carbonitrile C1(CC1)C1=CC=C(C=N1)COC1=C(C=C(C=C1)NC1=C(C=2N=C(C=NC2C=C1)N1CCOCC1)C#N)OC